6-(7-fluoro-2-methyl-2H-indazol-5-yl)-2-(piperidin-4-yl)-1,3-benzothiazole FC1=CC(=CC2=CN(N=C12)C)C1=CC2=C(N=C(S2)C2CCNCC2)C=C1